(S)-5-benzyl-N-(5-methyl-4-oxo-2,3,4,5-tetrahydrobenzo[b][1,4]oxazepin-3-yl)-4H-1,2,4-triazole-3-carboxamide C(C1=CC=CC=C1)C=1NC(=NN1)C(=O)N[C@@H]1C(N(C2=C(OC1)C=CC=C2)C)=O